O[C@@H]1CNCC[C@H]1NC1=CC=C2C(=N1)N(N=C2C2C(NC(CC2)=O)=O)C 3-(6-(((3R,4R)-3-hydroxypiperidin-4-yl)amino)-1-methyl-1H-pyrazolo[3,4-b]pyridin-3-yl)piperidine-2,6-dione